O=[Sn].[Sn] tin oxo-tin